C12CC(CC(CC1)N2)OC2=CC=C(N=N2)C2=CC=C(C=1N=CSC12)C1=CN=C(S1)C 7-{6-[(exo)-8-azabicyclo[3.2.1]octan-3-yloxy]pyridazin-3-yl}-4-(2-methyl-1,3-thiazol-5-yl)-1,3-benzothiazole